2-Fluoro-4-methoxy-N-(2-(4-(pyridin-2-yl)piperazin-1-yl)pyrimidin-5-yl)benzamid FC1=C(C(=O)NC=2C=NC(=NC2)N2CCN(CC2)C2=NC=CC=C2)C=CC(=C1)OC